N-methyl-N-(2-methyl-phenyl)anthranilic acid CN(C=1C(C(=O)O)=CC=CC1)C1=C(C=CC=C1)C